5-chloro-4-[3-methylmorpholin-4-yl]-2-(4-methylthiazol-5-yl)-1H-pyrimidin-6-one ClC1=C(N=C(NC1=O)C1=C(N=CS1)C)N1C(COCC1)C